N-[(5,6-difluoro-1H-benzimidazol-2-yl)methyl]-2-(morpholin-4-yl)-8-(trifluoromethyl)pyrazolo[1,5-a][1,3,5]triazin-4-amine FC1=CC2=C(NC(=N2)CNC2=NC(=NC=3N2N=CC3C(F)(F)F)N3CCOCC3)C=C1F